CN([C@H]1CC[C@@]2(CCCO2)C[C@@H]1N3CCCC3)C(=O)CC4=CC=CC=C4 (+)-(5α,7α,8β)-N-Methyl-N-[7-(1-pyrrolidinyl)-1-oxaspiro[4.5]dec-8-yl]-benzeneacetamide